C(C(C)O)(O)O 1,1,2-propantriol